CC1(CCC(CN1)NC1=NC=C(C(=N1)C1=CNC=2C(N(CCCC21)C=2SC=CN2)=O)C(F)(F)F)C 3-{2-[(6,6-dimethylpiperidin-3-yl)amino]-5-(trifluoromethyl)pyrimidin-4-yl}-7-(1,3-thiazol-2-yl)-1H,4H,5H,6H,7H,8H-pyrrolo[2,3-c]azepin-8-one